NC=1C(=NC=C(N1)N1CCC2([C@@H](COC2)N)CC1)SC1=CC=C2C(C(NC2=C1)=O)(F)F (S)-6-((3-amino-5-(4-amino-2-oxa-8-azaspiro[4.5]decan-8-yl)pyrazin-2-yl)thio)-3,3-difluoroindolin-2-one